Benzyl-furan-2-ylmethyl-amine C(C1=CC=CC=C1)NCC=1OC=CC1